Undec-2,4,6-triene CC=CC=CC=CCCCC